tert-butyl 2-(4-fluorophenyl)-6-azaspiro[3.4]oct-1-ene-6-carboxylate FC1=CC=C(C=C1)C1=CC2(C1)CN(CC2)C(=O)OC(C)(C)C